C(C)(C)(C)OC(NC\C=C\CN1/C(/SC2=C1C(=CC(=C2)C(N)=O)OCCCO)=N/C(=O)C2=C(N=C(O2)C)CC)=O ((E)-4-((Z)-6-carbamoyl-2-((4-ethyl-2-methyloxazole-5-carbonyl)imino)-4-(3-hydroxypropoxy)benzo[d]Thiazol-3(2H)-yl)but-2-en-1-yl)carbamic acid tert-butyl ester